hexahydrocyclopenta[b][1,4]oxazine-4(4aH)-carboxylic acid tert-butyl ester C(C)(C)(C)OC(=O)N1C2C(OCC1)CCC2